glycerol tri(3-mercaptopropionate) SCCC(=O)OCC(OC(CCS)=O)COC(CCS)=O